ClC=1C(=C(C=CC1)NCC(=O)N1[C@@H]2CC([C@H]([C@@H]1C(=O)N[C@H](C[C@@H]1C(NCCC1)=O)C#N)CC2)(F)F)C (1S,3R,4S)-2-((3-chloro-2-methylphenyl)glycyl)-N-((R)-1-cyano-2-((R)-2-oxopiperidin-3-yl)ethyl)-5,5-difluoro-2-azabicyclo[2.2.2]octane-3-carboxamide